bisphenyl-phenol C1(=CC=CC=C1)C=1C(=C(C=CC1)O)C1=CC=CC=C1